The molecule is a benzimidazolecarboxylic acid that is 1H-benzimidazole-7-carboxylic acid substituted by an ethoxy group at position 2 and a ({2'-(1H-tetrazol-5-yl)[1,1'-biphenyl]-4-yl}methyl) group at position 1. It is a angiotensin receptor antagonist used for the treatment of hypertension. It has a role as an antihypertensive agent, an angiotensin receptor antagonist, an environmental contaminant and a xenobiotic. It is a benzimidazolecarboxylic acid and a biphenylyltetrazole. It is a conjugate acid of a candesartan(2-). CCOC1=NC2=CC=CC(=C2N1CC3=CC=C(C=C3)C4=CC=CC=C4C5=NNN=N5)C(=O)O